Cl.NCCOC1=NC(=CC=2N(C(NC(C21)=O)=O)C2=CC1=C(N=CS1)C=C2)Cl 5-(2-Aminoethoxy)-1-(benzo[d]thiazol-6-yl)-7-chloropyrido[4,3-d]pyrimidine-2,4(1H,3H)-dione hydrochloride